[Cl-].C(C1=CC=CC=C1)(=O)C1C(=O)NCCCC1 benzoyl-caprolactam chloride